(S)-1-((5-fluoro-2-(2-methoxy-7-methylquinoxalin-5-yl)-7,8-dihydrobenzofuro[5,4-d]thiazol-7-yl)methyl)-3-phenylurea FC1=CC=2N=C(SC2C=2C[C@H](OC21)CNC(=O)NC2=CC=CC=C2)C2=C1N=CC(=NC1=CC(=C2)C)OC